Cl.CC1=C(NC2=CC=C(C=C12)CN)C1=C(C=CC=C1)C (3-methyl-2-(o-tolyl)-1H-indol-5-yl)methanamine hydrochloride